S(=O)(=O)(OCC(CCCCC)CCCCC)[O-] 2-pentyl-1-heptyl sulfate